C(C)(=O)N1CCN(CC1)C=1C=CC(=NC1)NC([C@H](C1=CC=CC=C1)NCCC1=CC=C(C=C1)C#N)=O |r| (S)- and (R)-N-(5-(4-acetylpiperazin-1-yl)pyridin-2-yl)-2-((4-cyanophenethyl)amino)-2-phenylacetamide